2-{4-[(3-methyl-4-{[1,2,4]triazolo[1,5-a]pyridin-7-yloxy}phenyl)amino]quinazolin-6-yl}-4-methylidene-2-azabicyclo[3.1.0]hexan-3-one CC=1C=C(C=CC1OC1=CC=2N(C=C1)N=CN2)NC2=NC=NC1=CC=C(C=C21)N2C1CC1C(C2=O)=C